C(C(=C)C)(=O)[O-].[Ca+].CC(C(=O)NC1C(CNCC1)C1=CC=CC=C1)(COC1=NC=CC=C1C(F)(F)F)C 2,2-dimethyl-N-(3-phenylpiperidin-4-yl)-3-((3-(trifluoromethyl)pyridin-2-yl)oxy)propionamide calcium monomethacrylate